CC1=C(/C=C/C2=NC=CC3=CC=CC=C23)C=CC=C1 (E)-1-(2-methylstyryl)isoquinoline